2-(((3R,4R)-3-hydroxy-1-(methylsulfonyl)piperidin-4-yl)amino)-N-((R)-4,5,6,7-tetrahydro-1H-benzo[d]imidazol-5-yl)quinazoline-8-carboxamide O[C@@H]1CN(CC[C@H]1NC1=NC2=C(C=CC=C2C=N1)C(=O)N[C@H]1CC2=C(NC=N2)CC1)S(=O)(=O)C